NC1=C(C2=C(S1)C(C(CC2)(C2=CC=CC=C2)CC2=CC(=NO2)C)=O)C(=O)O 2-Amino-6-((3-methylisoxazol-5-yl)methyl)-7-oxo-6-phenyl-4,5,6,7-tetrahydrobenzo[b]thiophene-3-carboxylic acid